C(C1=CC=CC=C1)OCC1(CC1)S(=O)(=O)C1CCC1 (1s,3s)-3-((1-((benzyloxy)methyl)cyclopropyl)sulfonyl)cyclobutan